perhydronaphthalene C1CCCC2CCCCC12